O=C1NC(CCC1N1C(C2=CC=CC(=C2C1=O)NCCOCCOCCNC)=O)=O 2-(2,6-Dioxo-3-piperidyl)-4-[2-[2-[2-(methylamino)ethoxy]ethoxy]ethylamino]isoindoline-1,3-dione